C(N)(=O)[C@H]1C[C@@H](CCC1)NC(OC(C)(C)C)=O tert-Butyl ((1R,3R)-3-carbamoylcyclohexyl)carbamate